NC=1C=C(C#N)C=CC1N1CCC(CC1)OC1=C(C=C(C=C1)OC)F 3-amino-4-(4-(2-fluoro-4-methoxyphenoxy)piperidin-1-yl)benzonitrile